Tert-Butyl (3-(2-(3,4-dichlorophenoxy)acetamido)bicyclo[1.1.1]pentan-1-yl)carbamate ClC=1C=C(OCC(=O)NC23CC(C2)(C3)NC(OC(C)(C)C)=O)C=CC1Cl